CN(S(=O)(=O)C1=CC=C(C=C1)C1=C(NC2=C(C=CC=C12)C(C)C)C(=O)N)C 3-[4-(dimethylsulfamoyl)phenyl]-7-isopropyl-1H-indole-2-carboxamide